FC=1C(=CC=2C3=C(NC(C2C1)=O)COCC3N(C(=O)C3=CC=C(C=C3)C3=CC(=CC=C3)F)C)F N-(8,9-difluoro-6-oxo-1,4,5,6-tetrahydro-2H-pyrano[3,4-c]isoquinolin-1-yl)-3'-fluoro-N-methyl-[1,1'-biphenyl]-4-carboxamide